C(C)(C)(C)OC([C@@H](C(=O)O)NC(=O)C1=CC(=CC(=C1)Cl)Cl)C (2S)-3-(tert-butoxy)-2-[(3,5-dichlorophenyl)formamido]butanoic acid